C(C)(C)OC(=O)C=1N(N=CC(C1OCC1=CC=CC=C1)=O)C(C(C1=CC=CC=C1)C1=CC=CC=C1)C=O (benzyloxy)-5-oxo-2-(3-oxo-1,1-diphenylpropan-2-yl)-2,5-dihydropyridazine-3-carboxylic acid isopropyl ester